FC1=CC2=C(NC(=N2)C2=CC=CC3=CC=CC=C23)C=C1 5-fluoro-2-(naphthalen-1-yl)-1H-benzo[d]imidazole